tert-butyl (2R)-2-(6-bromo-4-oxo-3,4-dihydrothieno[3,2-d]pyrimidin-2-yl)piperidine-1-carboxylate BrC1=CC=2N=C(NC(C2S1)=O)[C@@H]1N(CCCC1)C(=O)OC(C)(C)C